COC=1N=NC2=CC(=CC=C2C1)C1=NC(=CC=C1C=1C=NN(C1)CC1(CCC1)C)C 3-Methoxy-7-(6-methyl-3-{1-[(1-methylcyclobutyl)methyl]-1H-pyrazol-4-yl}pyridin-2-yl)cinnolin